CN1C(CCC2=CC(=CC=C12)OC[C@@H](C)N1CCC2(CC1)C(NC1=CC=C(C=C12)C#N)=O)=O (R)-1'-{1-[(1-methyl-2-oxo-1,2,3,4-tetrahydroquinolin-6-yl)oxy]propan-2-yl}-2-oxo-1,2-dihydrospiro[indole-3,4'-piperidine]-5-carbonitrile